C(C)(C)(C)OC(=O)N1[C@@H](CC(C1)(C(F)(F)F)O)CO (2S)-4-hydroxy-2-(hydroxymethyl)-4-(trifluoromethyl)pyrrolidine-1-carboxylic acid tert-butyl ester